CC1=C(C=NC(=C1)C(F)(F)F)S(=O)(=O)N1CC2(C1)CN(C2)C2CCOCC2 2-((4-Methyl-6-(trifluoromethyl)pyridin-3-yl)sulfonyl)-6-(tetrahydro-2H-pyran-4-yl)-2,6-diazaspiro[3.3]heptane